Hexane-5-amine hydrochloride Cl.CCCCC(C)N